tert-butyl(1-((4-methyl-3-((1-(naphthalen-1-yl)cyclopropyl)carbamoyl)phenoxy)methyl)cyclopropyl)carbamate C(C)(C)(C)OC(NC1(CC1)COC1=CC(=C(C=C1)C)C(NC1(CC1)C1=CC=CC2=CC=CC=C12)=O)=O